7-(2,6-dimethylpyridin-4-yl)-2,4,4-trimethyl-1,2,3,4-tetrahydroisoquinoline CC1=NC(=CC(=C1)C1=CC=C2C(CN(CC2=C1)C)(C)C)C